(2-allyl-4-fluorophenyl)-3-(2-(but-3-en-1-yl)-6-methoxypyridin-3-yl)-7-(trifluoromethyl)-2,3-dihydroquinazolin-4(1H)-one-8-d C(C=C)C1=C(C=CC(=C1)F)N1CN(C(C2=CC=C(C(=C12)[2H])C(F)(F)F)=O)C=1C(=NC(=CC1)OC)CCC=C